(R)-N-(1-ethylpiperidin-3-yl)-4-methyl-6-(4-(trifluoromethyl)-1H-indazol-7-yl)pyridazin-3-amine C(C)N1C[C@@H](CCC1)NC=1N=NC(=CC1C)C=1C=CC(=C2C=NNC12)C(F)(F)F